ClC1=C(C(=CC=C1Cl)OC)C1=CC=2N(C=C1)C(=C(N2)C(=O)OCC)C Ethyl 7-(2,3-dichloro-6-methoxyphenyl)-3-methylimidazo[1,2-a]pyridine-2-carboxylate